2-cyclopropyl-4-((1S,2S)-2-(6-(2,4-dioxo-1,2,3,4-tetrahydropyrimidin-5-yl)imidazo[1,2-b]pyridazin-8-yl)cyclopropyl)benzonitrile C1(CC1)C1=C(C#N)C=CC(=C1)[C@@H]1[C@H](C1)C=1C=2N(N=C(C1)C=1C(NC(NC1)=O)=O)C=CN2